(R)-tert-butyl methyl 4-methylpiperazine-1,3-dicarboxylate CN1[C@H](CN(CC1)C(=O)OC(C)(C)C)C(=O)OC